(3S,4R)-4-((5-chloro-4-((S)-9-fluoro-1,4-dimethyl-1,2,3,4-tetrahydrobenzo[4,5]imidazo[1,2-a]pyrimidin-7-yl)pyrimidin-2-yl)amino)tetrahydro-2H-pyran-3-ol ClC=1C(=NC(=NC1)N[C@H]1[C@@H](COCC1)O)C1=CC2=C(N=C3N2[C@H](CCN3C)C)C(=C1)F